CCCCCCCCCCCCCCCCCCCCCCCCCCCC(=O)N[C@@H](CO)[C@@H]([C@@H](CCCCCCCCCCCCCCCC)O)O The molecule is a C20 phytoceramide in which the ceramide N-acyl group is specified as octacosanoyl. It is a C20 phytoceramide and a N-(ultra-long-chain-acyl)-sphingoid base.